2-fluoro-3-(trifluoromethyl)acetophenone CC(=O)C1=C(C(=CC=C1)C(F)(F)F)F